3-bromo-5-methyl-4-(trifluoromethyl)aniline BrC=1C=C(N)C=C(C1C(F)(F)F)C